(trans-3-(3-cyclopropyl-4-(5-methyl-5H-pyrrolo[3,2-d]pyrimidin-2-yl)-1H-pyrazol-1-yl)cyclobutyl)methylamine C1(CC1)C1=NN(C=C1C=1N=CC2=C(N1)C=CN2C)[C@@H]2C[C@H](C2)CN